6-(6-(4-(1-acryloylazetidine-3-carbonyl)piperazin-1-yl)-5-methylpyridin-3-yl)-4-methoxypyrazolo[1,5-a]pyridine-3-carbonitrile C(C=C)(=O)N1CC(C1)C(=O)N1CCN(CC1)C1=C(C=C(C=N1)C=1C=C(C=2N(C1)N=CC2C#N)OC)C